2-((1S,2S)-2-(hydroxymethyl)cyclopropyl)isoindoline-1,3-dione OC[C@@H]1[C@H](C1)N1C(C2=CC=CC=C2C1=O)=O